2-amino-2-(2-chloro-3-fluorophenyl)acetic acid NC(C(=O)O)C1=C(C(=CC=C1)F)Cl